6-bromo-4-[3-[2-(1-piperidinyl)ethoxy]pyrrolidin-1-yl]thieno[2,3-d]pyrimidine BrC1=CC2=C(N=CN=C2N2CC(CC2)OCCN2CCCCC2)S1